ClC1=C(C=CC=C1)C=1N=C(SC1)C1=C(C(=O)N)C=CC(=C1)N1CCOCC1 (4-(2-chlorophenyl)thiazol-2-yl)-4-morpholinobenzamide